6-(6,7-DIHYDROPYRANO[4,3-C]PYRAZOL-2(4H)-YL)-N-(1-METHYL-1H-INDAZOL-7-YL)PYRIDINE-3-SULFONAMIDE N=1N(C=C2C1CCOC2)C2=CC=C(C=N2)S(=O)(=O)NC=2C=CC=C1C=NN(C21)C